Diethyl ((S)-2-((R)-2-(4-chlorophenyl)-3-methylbutanamido)-3,3-dimethylbutanoyl)-D-glutamate ClC1=CC=C(C=C1)[C@H](C(=O)N[C@H](C(=O)N[C@H](CCC(=O)OCC)C(=O)OCC)C(C)(C)C)C(C)C